2-(4-fluoro-3,5-dihexylphenyl)acetic acid FC1=C(C=C(C=C1CCCCCC)CC(=O)O)CCCCCC